N-(2-Methoxy-5-((3-(trifluoromethyl)benzyl)oxy)phenyl)-1-methyl-5-oxo-pyrrolidine-2-carboxamide COC1=C(C=C(C=C1)OCC1=CC(=CC=C1)C(F)(F)F)NC(=O)C1N(C(CC1)=O)C